(S)-(2-Amino-5-methoxy-4-((triisopropylsilyl)oxy)phenyl)(2-(((tert-butyldimethylsilyl)oxy)methyl)-4-(thiophen-3-yl)-3,6-dihydropyridin-1(2H)-yl)methanone NC1=C(C=C(C(=C1)O[Si](C(C)C)(C(C)C)C(C)C)OC)C(=O)N1[C@@H](CC(=CC1)C1=CSC=C1)CO[Si](C)(C)C(C)(C)C